CC1=CC=C(C=C1)S(=O)(=O)OC[C@H]1OC(OC1)(C)C [(4S)-2,2-dimethyl-1,3-dioxolan-4-yl]methyl 4-methylbenzenesulfonate